(1R,2S,3R,4R,Z)-3-(5'-(tert-butoxycarbonyl)-2'-fluoro-4-methoxy-[1,1'-biphenyl]-3-carboxamido)-7-(cyclopropylmethylene)bicyclo[2.2.1]heptane-2-carboxylic acid C(C)(C)(C)OC(=O)C=1C=CC(=C(C1)C1=CC(=C(C=C1)OC)C(=O)N[C@H]1[C@H]([C@H]/2CC[C@@H]1\C2=C/C2CC2)C(=O)O)F